C(C)(=O)OC[C@@H](O)C1=C2C(=NC=C1)N(N=C2CNC(C=C)=O)C2=CC=C(C=C2)OC(F)(F)F (S)-2-(3-(acrylamidomethyl)-1-(4-(trifluoromethoxy) phenyl)-1H-pyrazolo[3,4-b]pyridin-4-yl)-2-hydroxyethyl acetate